1-(3-(10H-phenothiazin-10-yl)propyl)piperidine-2-carboxylic acid C1=CC=CC=2SC3=CC=CC=C3N(C12)CCCN1C(CCCC1)C(=O)O